BrC=1C(=CC(=NC1)NC(C(C)(C)C)=O)C(F)(F)F N-[5-bromo-4-(trifluoromethyl)-2-pyridyl]-2,2-dimethyl-propanamide